NCC(C(=O)N1CCN(CC1)C(=O)C1=C(C=C(C=C1)NC(=O)C=1N(C(=CN1)C=1C(=NN(C1)C1CC1)C(F)(F)F)C)Cl)O N-[4-[4-(3-amino-2-hydroxypropanoyl)piperazine-1-carbonyl]-3-chlorophenyl]-5-[1-cyclopropyl-3-(trifluoromethyl)pyrazol-4-yl]-1-methylimidazole-2-carboxamide